NC=1C(=C(C=CC1N)CC(=O)N(C)C)F 2-(3,4-diamino-2-fluorophenyl)-N,N-dimethylacetamide